6-[[2-(3-chloro-2-pyridyl)-5-(2,2,2-trifluoroethoxy)pyrazole-3-carbonyl]amino]-5-methyl-1H-indazole-7-carboxamide ClC=1C(=NC=CC1)N1N=C(C=C1C(=O)NC1=C(C=C2C=NNC2=C1C(=O)N)C)OCC(F)(F)F